6-(3-aminoazetidin-1-yl)-N-(5-chloro-6-phenoxy-3-pyridyl)pyrido[3,2-d]pyrimidin-4-amine NC1CN(C1)C=1C=CC=2N=CN=C(C2N1)NC=1C=NC(=C(C1)Cl)OC1=CC=CC=C1